CON=C1C=C(CCC1)C#CC1=NC(=CC=C1)C 3-[2-(6-Methyl-2-pyridinyl)ethynyl]-2-cyclohexene-1-one O-methyloxime